FC=1C=C(C=C(C1)F)N1C(C(C1)(C(=O)N[C@H](CC(=O)OC)C)C)=O methyl (3S)-3-[[1-(3,5-difluorophenyl)-3-methyl-2-oxo-azetidine-3-carbonyl]amino]butanoate